NC1=C(C=C(OC2C3C4=C(C2CC3)C=C(C=C4)OC4=CC(=C(C=C4)N)C(F)(F)F)C=C1)C(F)(F)F 3,6-bis(4-amino-3-trifluoromethylphenoxy)benzonorbornene